1,2-bis(2,6-diisopropylphenylimino)ethane C(C)(C)C1=C(C(=CC=C1)C(C)C)N=CC=NC1=C(C=CC=C1C(C)C)C(C)C